tert-butyl 5-[[1-(4-aminophenyl)-4-piperidinyl] methyl]-3,4-dihydro-1H-isoquinoline-2-carboxylate NC1=CC=C(C=C1)N1CCC(CC1)CC1=C2CCN(CC2=CC=C1)C(=O)OC(C)(C)C